CC1=CC=C(C(=O)OOC(C2=CC=C(C=C2)C)=O)C=C1 di(4-Methylbenzoyl) peroxide